N-(4-(Trifluoromethyl)phenyl)-3-(2-vinylpyrimidin-5-yl)pyridin-2-amine FC(C1=CC=C(C=C1)NC1=NC=CC=C1C=1C=NC(=NC1)C=C)(F)F